C(#N)C=1C=C(C=CC1)C1=CC(=NC2=CC=C(C=C12)CC)N(CC(=O)O)C 2-{[4-(3-cyanophenyl)-6-ethylquinolin-2-yl](methyl)amino}acetic acid